(methylcyclopentadienyl)(1,3-cyclohexadiene) iridium [Ir].CC1(C=CC=C1)C1=CC=CCC1